BrC=1C(=C(COC=2C(=CC(=C(OCC=3C=C(C#N)C=CC3)C2)C=O)[N+](=O)[O-])C=CC1)C 3-((5-((3-bromo-2-methylbenzyl)oxy)-2-formyl-4-nitrophenoxy)methyl)benzonitrile